FC=1C(=C2C(=NC(=NN2C1)N[C@H]1[C@H](CN(CC1)C1COC1)F)OC)C=1C=CC2=C(N(C(=N2)C)CCF)C1 6-fluoro-N-((3S,4R)-3-fluoro-1-(oxetan-3-yl)piperidin-4-yl)-5-(1-(2-fluoroethyl)-2-methyl-1H-benzo[d]imidazol-6-yl)-4-methoxypyrrolo[2,1-f][1,2,4]triazin-2-amine